COC(=O)C=1C=CC2=C(N(C(=N2)CN2CCC(CC2)OC2=NC(=CC=C2)COC2=C(C=C(C=C2)C#N)F)C[C@H]2OCC2)C1 (S)-2-((4-((6-((4-cyano-2-fluorophenoxy)methyl)pyridin-2-yl)oxy)piperidin-1-yl)methyl)-1-(oxetan-2-ylmethyl)-1H-benzo[d]imidazole-6-carboxylic acid methyl ester